C(CCCCC)C(C(=O)OCCOCCO)CCCCCCCC diethylene glycol hexyl-decanoate